phosphonooxyacetic acid P(=O)(O)(O)OCC(=O)O